(1R,2S)-2-(3-{[5-chloro-6-(3-hydroxyazetidin-1-yl)pyrimidin-4-yl]amino}-1H-indazol-6-yl)-1'-ethyl-5'-methoxyspiro[cyclopropan-1,3'-indol]-2'-one ClC=1C(=NC=NC1N1CC(C1)O)NC1=NNC2=CC(=CC=C12)[C@@H]1C[C@@]12C(N(C1=CC=C(C=C21)OC)CC)=O